N-(4-(5-(difluoromethyl)-1,3,4-oxadiazol-2-yl)-2-fluorobenzyl)-N-(3-fluorophenyl)-1-iminothiomorpholine-4-sulfonamide 1-oxide FC(C1=NN=C(O1)C1=CC(=C(CN(S(=O)(=O)N2CCS(CC2)(=N)=O)C2=CC(=CC=C2)F)C=C1)F)F